4-Bromo-6-fluoro-5-methylindoline-2,3-dione BrC1=C2C(C(NC2=CC(=C1C)F)=O)=O